1-(2-chlorophenyl)-2-(n-butylamino)ethanol ClC1=C(C=CC=C1)C(CNCCCC)O